C(CCCCC=CCCCCC=CCCCCC)(=O)O octadeca-6,12-dienoic acid